C(C)(C)(C)NC(=O)C1=C(C=CC(=C1)C(F)(F)F)NC([O-])=O (2-(tert-butylcarbamoyl)-4-(trifluoromethyl)phenyl)carbamate